dicyclohexyl-([1,1'-biphenyl]-3-yl)phosphine C1(CCCCC1)P(C=1C=C(C=CC1)C1=CC=CC=C1)C1CCCCC1